BrC=1C=C2CCCN3C2=C(C1)N(C3=O)C(C)C 8-bromo-1-isopropyl-5,6-dihydro-4H-imidazo[4,5,1-ij]quinolin-2(1H)-one